C(=CCCCCCCCCCCCCCCC)N Heptadecenylamin